3-bromo-5-fluoro-4-methoxybenzoic acid BrC=1C=C(C(=O)O)C=C(C1OC)F